7-chloro-2-phenethyl-3,4-dihydroisoquinolin-1(2H)-one ClC1=CC=C2CCN(C(C2=C1)=O)CCC1=CC=CC=C1